C(C)(C)(C)OC(=O)NN(C(OC(C)(C)C)=O)C=1N(N=CC1)C tert-butyl N-(tert-butoxycarbonylamino)-N-(2-methylpyrazol-3-yl)carbamate